2,5-dibromo-1,4-bis(trifluoromethyl)benzene BrC1=C(C=C(C(=C1)C(F)(F)F)Br)C(F)(F)F